1,2-Distearoyl-sn-Glycero-3-Phosphocholine C(CCCCCCCCCCCCCCCCC)(=O)OC[C@@H](OC(CCCCCCCCCCCCCCCCC)=O)COP(=O)([O-])OCC[N+](C)(C)C